4-(vinyloxy)butyl isophthalate C(C1=CC(C(=O)[O-])=CC=C1)(=O)OCCCCOC=C